C(=O)(OC(C)(C)C)N(C(SC)=N)C(=O)OC(C)(C)C N,N-di-BOC-S-methyl-isothiourea